C1(=CC=CC=C1)CS(=O)(=O)NC1=CC=C(CN2CCN(CC2)CC(=O)NO)C=C1 2-(4-(4-(N-phenylmethylsulfonylamino)benzyl)piperazin-1-yl)-N-hydroxyacetamide